(1R,3R,5R)-N-((R)-(2,5-difluoro-4-(trifluoromethyl)phenyl)(oxetan-3-yl)methyl)-2-(2-methoxyisonicotinoyl)-2-azabicyclo[3.1.0]hexane-3-carboxamide FC1=C(C=C(C(=C1)C(F)(F)F)F)[C@H](NC(=O)[C@@H]1N([C@@H]2C[C@@H]2C1)C(C1=CC(=NC=C1)OC)=O)C1COC1